1-(6-(1,3-dimethyl-1H-pyrazol-4-yl)pyrazin-2-yl)-4-(4-fluoro-3-methylphenyl)piperidin-4-ol CN1N=C(C(=C1)C1=CN=CC(=N1)N1CCC(CC1)(O)C1=CC(=C(C=C1)F)C)C